(5-(trifluoromethyl)-1H-pyrazol-3-yl)methanone FC(C1=CC(=NN1)C=O)(F)F